ClC=1C=C2C=CC=C(C2=CC1)S(=O)(=O)NC=1C(=NC(=C(C1)F)OCC(F)F)OC 6-chloro-N-[6-(2,2-difluoroethoxy)-5-fluoro-2-methoxy-3-pyridinyl]naphthalene-1-sulfonamide